6-(2-fluorophenyl)-3-(piperazin-1-yl)quinoxalin FC1=C(C=CC=C1)C=1C=C2N=C(C=NC2=CC1)N1CCNCC1